[In].CS(=O)(=O)N1C=C(C=C1)C(=O)NCC(=O)NC=1SC=CN1 2-(2-(1-(methylsulfonyl)-1H-pyrrole-3-carboxamido)acetamido)thiazole indium